(S)-1-(4-(3-chloro-4-(2-chloro-3-(6-methoxy-5-((methylamino)methyl)pyridin-2-yl)phenyl)pyridin-2-yl)-2-methoxybenzyl)pyrrolidine-3-carboxylic acid ClC=1C(=NC=CC1C1=C(C(=CC=C1)C1=NC(=C(C=C1)CNC)OC)Cl)C1=CC(=C(CN2C[C@H](CC2)C(=O)O)C=C1)OC